C(C)O[Si](CCC[N+](CC[N+](CCCS(=O)(=O)[O-])(C)C)(CCCS(=O)(=O)[O-])C)(OCC)OCC 11,11-diethoxy-4,4,7-trimethyl-7-(3-sulfonatopropyl)-12-oxa-4,7-diaza-11-silatetradecane-4,7-diium-1-sulfonate